BrC=1C=C(C=C(C1)C1=C(C(=C(C(=C1[2H])[2H])[2H])[2H])[2H])C1=C(C(=C(C(=C1[2H])[2H])[2H])[2H])[2H] 5'-bromo-1,1':3',1''-terphenyl-2,2'',3,3'',4,4'',5,5'',6,6''-d10